ClC1=C(C=CC(=C1)F)C1=CC(OC2=CC(=CC=C12)/C=C(/C(=O)OCC)\C)=O ethyl (E)-3-[4-(2-chloro-4-fluoro-phenyl)-2-oxo-chromen-7-yl]-2-methyl-prop-2-enoate